2-(5-benzyl-2-hydroxy-3-pentylphenyl)acetaldehyde C(C1=CC=CC=C1)C=1C=C(C(=C(C1)CC=O)O)CCCCC